Cobalt nickel hydroxyfluoride OF.[Ni].[Co]